OCC(C)NC(=O)C1CN([C@@H]2CC3=CNC4=CC=CC(C2=C1)=C34)C 9,10-didehydro-N-(2-hydroxy-1-methylethyl)-6-methyl-ergoline-8-carboxamide